phenyl-(3-(1,1,2-trimethyl-1H-benzo[e]indol-3-ium-3-yl)propyl-phosphocholine) C1(=CC=CC=C1)C(OP(=O)(O)O)(C[N+](C)(C)C)CCC[N+]1=C(C(C=2C3=C(C=CC12)C=CC=C3)(C)C)C